1-(4-hydroxyphenyl)phenol OC1=CC=C(C=C1)C1(CC=CC=C1)O